F[C@@H]1C[C@@]2(CCCN2C1)COC1=NC2=C(C(=CC=C2C(=N1)N1[C@H](COCC1)CC)C1=CC(=CC2=CC=C(C(=C12)C#C)F)O)F 4-(2-{[(2R,7aS)-2-fluoro-hexahydro-1H-pyrrolizin-7a-yl]methoxy}-4-[(3S)-3-ethylmorpholin-4-yl]-8-fluoroquinazolin-7-yl)-5-ethynyl-6-fluoronaphthalen-2-ol